methyl 2-(((2,3-dihydrobenzofuran-6-yl)methyl)(1-(3-fluoropyridin-2-yl)ethyl)amino)-2-oxoacetate O1CCC2=C1C=C(C=C2)CN(C(C(=O)OC)=O)C(C)C2=NC=CC=C2F